tert-butyl (3r,4r)-4-({6-cyano-5-fluoro-7-isopropylpyrrolo[2,1-f][1,2,4]triazin-2-yl} amino)-3-fluoropiperidine-1-carboxylate C(#N)C=1C(=C2C=NC(=NN2C1C(C)C)N[C@H]1[C@@H](CN(CC1)C(=O)OC(C)(C)C)F)F